OC1=CC=2C(C3=CC=CC=C3SC2C(=C1)C)=O 2-hydroxy-4-methyl-9H-thioxanthone